2-nitrophenyl ether [N+](=O)([O-])C1=C(C=CC=C1)OC1=C(C=CC=C1)[N+](=O)[O-]